CN1C[C@H]([C@@H](C1)OCCCCCCCC)OCCCCCCCC\C=C/CCCCCCCC trans-1-methyl-3-[(9Z)-octadec-9-en-1-yloxy]-4-(octyloxy)pyrrolidine